FC1=C(C=CC=C1\N=N\N1CCCC1)[C@@]1(C(N(CC1)C(=O)[O-])(C)C)CO (S)-(2-fluoro-3-((E)-pyrrolidin-1-yldiazenyl)phenyl)(hydroxymethyl)-2,2-dimethylpyrrolidine-1-carboxylate